4,4-difluoro-5-methyl-7-(tetrahydro-2H-pyran-2-yl)-4,7-dihydro-[1,2]oxaborinino[3,4-e]indazol-1(3H)-ol FC1(COB(C2=C3C=NN(C3=CC(=C21)C)C2OCCCC2)O)F